BrC1=CC=2N(C=C1)C=C(N2)C2=CC=C(C=C2)N(C)C [4-(7-Bromo-imidazo[1,2-a]pyridin-2-yl)-phenyl]-dimethyl-amine